2-(5'-tert-octyl-2'-hydroxyphenyl)-benzotriazole C(C)(C)(CC(C)(C)C)C=1C=CC(=C(C1)N1N=C2C(=N1)C=CC=C2)O